tert-butyl(3-ethylpyridin-2-yl)carbamate C(C)(C)(C)OC(NC1=NC=CC=C1CC)=O